ethyl 4-((2-oxa-6-azaspiro[3.5]nonan-6-ylsulfonyl)carbamoyl)-5-(dimethylamino)-2-fluorobenzoate C1OCC12CN(CCC2)S(=O)(=O)NC(=O)C2=CC(=C(C(=O)OCC)C=C2N(C)C)F